CN(C)CC1=CC(=NC=C1)NC=1SC2=C(N1)C=CC(=C2)C=2C=NNC2C N-(4-((dimethylamino)methyl)pyridin-2-yl)-6-(5-methyl-1H-pyrazol-4-yl)benzo[d]thiazol-2-amine